3-cyclopropyl-N-(2-fluoro-2-methylpropyl)-7-[[4-(2-methylpyridin-3-yl)-1,2,4-triazol-3-yl]amino]-7,8-dihydro-6H-cyclopenta[g]isoquinoline-5-sulfonamide C1(CC1)C=1N=CC=2C=C3C(=C(C2C1)S(=O)(=O)NCC(C)(C)F)CC(C3)NC3=NN=CN3C=3C(=NC=CC3)C